2-(Diethylamino)-N-(2,6-dimethyl-phenyl)acetamide C(C)N(CC(=O)NC1=C(C=CC=C1C)C)CC